N-(3,5-Dimethoxyphenyl)-2-ethynyl-N-(1-(5-fluoropyrimidin-2-yl)pyrrolidin-3-yl)thiazole-4-carboxamide COC=1C=C(C=C(C1)OC)N(C(=O)C=1N=C(SC1)C#C)C1CN(CC1)C1=NC=C(C=N1)F